NCC1=NNC(C2=CC=C(C=C12)C1(CC1)C(=O)N([C@H]1CCCC=2C=CC=NC12)CC1=NC=C(C=C1)C1=C(C=CC=C1Cl)Cl)=O (S)-1-(4-(aminomethyl)-1-oxo-1,2-dihydro-phthalazin-6-yl)-N-((5-(2,6-dichlorophenyl)pyridin-2-yl)methyl)-N-(5,6,7,8-tetrahydroquinolin-8-yl)cyclopropane-1-carboxamide